1,1-difluoro-N-((6S,7S)-5-((R)-oxetane-2-carbonyl)-6-((2,3',5-trifluoro-[1,1'-biphenyl]-3-yl)methyl)-5-azaspiro[2.4]heptan-7-yl)methanesulfonamide FC(S(=O)(=O)N[C@@H]1[C@@H](N(CC12CC2)C(=O)[C@@H]2OCC2)CC=2C(=C(C=C(C2)F)C2=CC(=CC=C2)F)F)F